pentacyclo[9.2.1.13,9.02,10.04,8]Pentadeca-5,12-diene C12C3C4C5C=CCC5C(C3C(C=C1)C2)C4